CC(C)(C1=CC(=C(C(=C1)C)O)C)C1=CC(=C(C(=C1)C)O)C 4,4'-(Propan-2,2-diyl)bis(2,6-dimethylphenol)